tert-butyl 4-((3-ethyl-6-methyl-2-oxo-1,2-dihydroquinolin-7-yl)methyl)piperazine-1-carboxylate C(C)C=1C(NC2=CC(=C(C=C2C1)C)CN1CCN(CC1)C(=O)OC(C)(C)C)=O